C(C)S(=O)(=O)C=1C=C(C=NC1C1=NC2=C(C=NC(=C2)C(F)(F)F)N1C)N(C(CS(=O)(=O)C)=O)C N-[5-ethylsulfonyl-6-[3-methyl-6-(trifluoromethyl)imidazo[4,5-c]pyridin-2-yl]-3-pyridinyl]-N-methyl-2-methylsulfonyl-acetamide